1-(4-(4-amino-5-(4-aminophenyl)-7H-pyrrolo[2,3-d]pyrimidin-7-yl)piperidin-1-yl)-2-methylpropan-1-one NC=1C2=C(N=CN1)N(C=C2C2=CC=C(C=C2)N)C2CCN(CC2)C(C(C)C)=O